2-amino-4,6-bis(trichloromethyl)-s-triazine NC1=NC(=NC(=N1)C(Cl)(Cl)Cl)C(Cl)(Cl)Cl